C(C)OC(=O)C1(N(C(C=N1)(CCCCCCC\C=C/CCCCCCCC)CCCCCCC\C=C/CCCCCCCC)CCCN1CCCC1)CC ethyl-5,5-di((Z)-heptadec-8-en-1-yl)-1-(3-(pyrrolidin-1-yl)propyl)-2,5-dihydro-1H-imidazole-2-carboxylic acid ethyl ester